N-(3-(morpholinomethyl)phenyl)quinazolin-2-amine O1CCN(CC1)CC=1C=C(C=CC1)NC1=NC2=CC=CC=C2C=N1